(S)-3-(cyclopropylsulfanyl)pyrrolidine-1-carboxylic acid tert-butyl ester C(C)(C)(C)OC(=O)N1C[C@H](CC1)SC1CC1